Heptadec-9-yl-8-(N-(3-(dimethylamino)propyl)-8-oxo-8-((3-pentyloxy)-oxy)-octanoylamino)octadecenoic acid CCCCCCCCC(CCCCCCCC)C(C(=O)O)=CCCCCC(CCCCCCCCCC)N(CCCN(C)C)C(CCCCCCC(OOC(CC)CC)=O)=O